(Octyl)4-Octyloxymethyl-2,2-dimethyl-1,3-dioxolane C(CCCCCCC)C1(OC(OC1)(C)C)COCCCCCCCC